[Cu+2].O1C(=O)C=CC2=CC=CC=C12 coumarin copper (II)